C1(CC1)C1=NN(C=C1C1=NC(=CC=C1)C)C1CC2(CC(C2)C(=O)NCC=2C=C3C(N(C(C3=CC2)=O)C2C(NC(CC2)=O)=O)=O)C1 6-(3-Cyclopropyl-4-(6-methylpyridin-2-yl)-1H-pyrazol-1-yl)-N-((2-(2,6-dioxopiperidin-3-yl)-1,3-dioxoisoindolin-5-yl)methyl)spiro[3.3]heptane-2-carboxamide